ClC1=C(C=2N(C(=N1)N)C=CN2)C2=CC(=NC(=C2)C)C 7-chloro-8-(2,6-dimethylpyridin-4-yl)imidazo[1,2-c]pyrimidin-5-amine